C(C)(C)(C)OC(=O)N1C2(CC2)CC=CC1 4-azaspiro[2.5]Oct-6-ene-4-carboxylic acid tert-butyl ester